2-amino-N-{(1S,2S)-2-[(4-bromophenyl)methoxy]cyclopentyl}-5-(1-methyl-1H-pyrazol-4-yl)pyridine-3-carboxamide NC1=NC=C(C=C1C(=O)N[C@@H]1[C@H](CCC1)OCC1=CC=C(C=C1)Br)C=1C=NN(C1)C